2,3,7,8-tetraaminodibenzo[1,4]dioxin tetrahydrochloride Cl.Cl.Cl.Cl.NC1=CC2=C(OC3=C(O2)C=C(C(=C3)N)N)C=C1N